4-(4-fluorophenyl)-1-(3-methoxy-1,2,4-oxadiazol-5-yl)butan-2-one FC1=CC=C(C=C1)CCC(CC1=NC(=NO1)OC)=O